7-hydroxy-7-[4-(trifluoromethyl)phenyl]-2-azaspiro[4.4]nonane-2-carboxylic acid tert-butyl ester C(C)(C)(C)OC(=O)N1CC2(CC1)CC(CC2)(C2=CC=C(C=C2)C(F)(F)F)O